ClC=1N=C(C2=C(N1)N(C=C2F)COCC[Si](C)(C)C)N[C@@H]2C[C@@H](N(C2)C(=O)OC(C)(C)C)C tert-butyl (2S,4R)-4-((2-chloro-5-fluoro-7-((2-(trimethylsilyl) ethoxy) methyl)-7H-pyrrolo[2,3-d]pyrimidin-4-yl) amino)-2-methylpyrrolidine-1-carboxylate